2-(benzo[d]oxazol-2-ylamino)-N-(2-methoxyethyl)-1-methyl-1H-benzo[d]imidazole-5-carboxamide O1C(=NC2=C1C=CC=C2)NC2=NC1=C(N2C)C=CC(=C1)C(=O)NCCOC